4-fluoro-N-((2S)-1-(4-(neopentylsulfinyl)phenylamino)-1-oxo-3-phenylprop-2-yl)benzamide FC1=CC=C(C(=O)N[C@H](C(=O)NC2=CC=C(C=C2)S(=O)CC(C)(C)C)CC2=CC=CC=C2)C=C1